COC1=CC=C(N=N1)NC(=O)C=1C(=C(C=CC1)NCCOCCOCCNC(OC(C)(C)C)=O)C tert-butyl (2-(2-(2-((3-((6-methoxypyridazin-3-yl)carbamoyl)-2-methylphenyl)amino)ethoxy)ethoxy)ethyl)carbamate